Ethyl 2-ethyl-2-[(6-{[(1S,2S)-2-(hydroxymethyl)cyclopropyl]methoxy}-5-(3-methoxyazetidin-1-yl)pyridin-2-yl)formamido]butanoate C(C)C(C(=O)OCC)(CC)NC(=O)C1=NC(=C(C=C1)N1CC(C1)OC)OC[C@@H]1[C@H](C1)CO